ClC1=C(C=CC(=C1)F)CC(=O)NC=1C=C(N=NC1)N(C(C)=O)C1=CC=CC=C1 N-{5-[2-(2-chloro-4-fluorophenyl)acetamido]pyridazin-3-yl}-N-phenylacetamide